magnesium chloride, magnesium salt [Mg+2].[Cl-].[Mg+2].[Cl-].[Cl-].[Cl-]